(S)-8-(difluoromethoxy)-7'-fluoro-6-(trifluoromethyl)-3H-spiro[imidazo[1,2-a]pyridine-2,4'-isothiochroman] FC(OC=1C=2N(C=C(C1)C(F)(F)F)C[C@@]1(CSCC3=CC(=CC=C13)F)N2)F